OC[C@@H]1[C@H]([C@@H]([C@@H](C(O1)O)O)O)O (3S,4S,5S,6R)-6-(hydroxymethyl)oxane-2,3,4,5-tetrol